CN1N=NC2=C1CN(C1=C(C=CC=C21)N)C 3,5-dimethyl-4,5-dihydro-3H-[1,2,3]triazolo[4,5-c]quinolin-6-amine